7-(7-(8-chloronaphthalen-1-yl)-8-fluoro-2-((tetrahydro-1H-pyrrolizin-7a(5H)-yl)methoxy)pyrido[4,3-d]pyrimidin-4-yl)-2,7-diazaspiro[4.5]decan-3-one ClC=1C=CC=C2C=CC=C(C12)C1=C(C=2N=C(N=C(C2C=N1)N1CC2(CC(NC2)=O)CCC1)OCC12CCCN2CCC1)F